dimethoxydiethyl-silane CO[Si](CC)(CC)OC